4-Acryloyloxybenzophenon C(C=C)(=O)OC1=CC=C(C(=O)C2=CC=CC=C2)C=C1